FC(CN(C(N)=O)CC)F 3-(2,2-difluoroethyl)-3-ethylurea